[5-(benzylamino)-2-(2-furyl)pyrazolo[1,5-a]pyrimidin-3-yl]methanol Methyl-3-(aminomethyl)-5-(1-phenylcyclopropyl)-4,5-dihydroisoxazole-5-carboxylate hydrochloride Cl.CC1C(=NOC1(C(=O)OCC=1C(=NN2C1N=C(C=C2)NCC2=CC=CC=C2)C=2OC=CC2)C2(CC2)C2=CC=CC=C2)CN